BrC=1SC(=NN1)C1CCNCC1 2-Bromo-5-(piperidin-4-yl)-1,3,4-thiadiazole